(2-hydroxy-3-sulfopropyl)pyridine OC(CC1=NC=CC=C1)CS(=O)(=O)O